tert-butyl (4-(7-bromobenzo[d]imidazo[2,1-b]thiazol-2-yl)-3-(trifluoromethyl)benzyl)carbamate BrC1=CC2=C(N3C(S2)=NC(=C3)C3=C(C=C(CNC(OC(C)(C)C)=O)C=C3)C(F)(F)F)C=C1